2-amino-9-((2r,3s,4r,5r)-4-fluoro-3-hydroxy-5-((S)-1-hydroxypropyl)tetrahydrofuran-2-yl)-7-(prop-1,2-dien-1-yl)-7,9-dihydro-8H-purin-8-one NC1=NC=C2N(C(N(C2=N1)[C@@H]1O[C@@H]([C@@H]([C@H]1O)F)[C@H](CC)O)=O)C=C=C